FC=1C(=NC(=NC1)NC=1C(=NN(C1)C)OC)C1=CNC2=C(C=CC=C12)NC([C@@H](C)N1CCN(CC1)CCOC)=O (2R)-N-(3-{5-fluoro-2-[(3-methoxy-1-methyl-1H-pyrazol-4-yl)amino]pyrimidin-4-yl}-1H-indol-7-yl)-2-[4-(2-methoxyethyl)piperazin-1-yl]propanamide